2-(2-((5-fluorobenzo[d]oxazol-2-yl)amino)benzo[d]oxazol-5-yl)acetic acid FC=1C=CC2=C(N=C(O2)NC=2OC3=C(N2)C=C(C=C3)CC(=O)O)C1